tert-butyl 5-(difluoromethylene)hexahydrocyclopenta[c]pyrrole-2(1H)-carboxylate FC(=C1CC2C(CN(C2)C(=O)OC(C)(C)C)C1)F